COC(CN(C([C@@H](C)NC(OCC1=CC=CC=C1)=O)=O)CC)OC (R)-benzyl {1-[(2,2-dimethoxyethyl)(ethyl)amino]-1-oxopropan-2-yl}carbamate